O[C@H]1C[C@@H](CC1)NC(=O)C1=NC=CC(=N1)C1=CN=CN1C N-((1R,3R)-3-hydroxycyclopentyl)-4-(1-methyl-1H-imidazol-5-yl)pyrimidine-2-carboxamide